BrC=1C=C(C(=NC1)N)OCC 5-bromo-3-ethoxy-pyridin-2-amine